S(=O)(=O)(C1=CC=C(C)C=C1)NC(C1=CC=CC=C1)=O N-tosylbenzamide